BrC1=CC2=C(N(C(=N2)N2C[C@@H](C[C@H](C2)O)NC(OCC2=CC=CC=C2)=O)C)C=C1 Benzyl ((3R,5R)-1-(5-bromo-1-methyl-1H-benzo[d]imidazol-2-yl)-5-hydroxypiperidin-3-yl)carbamate